4-bromo-6-chloro-2-methylpyridine BrC1=CC(=NC(=C1)Cl)C